(E)-N-(4-trifluoromethyl-2-(4-hydroxybut-2-en-1-yl)phenyl)-N-methylnitrosamide FC(C1=CC(=C(C=C1)N(N=O)C)C\C=C\CO)(F)F